C(C)OC(=O)C1=CC2=CC=CC=C2C=C1C1=NC=CC2=CC(=CC=C12)C(C)C 3-(6-isopropylisoquinolin-1-yl)-2-naphthoic acid ethyl ester